CCC(C(=O)[O-])(C1=CC(=CC=C1)OC1=CC=CC=C1)N1C=CC2=C1N=CN=C2C=2C=NN(C2)C2(CN(C2)S(=O)(=O)CC)CC#N Methyl(4-(1-(3-(cyanomethyl)-1-(ethylsulfonyl)azetidin-3-yl)-1H-pyrazol-4-yl)-7H-pyrrolo[2,3-d]pyrimidin-7-yl)2-(3-phenoxyphenyl)propanoate